8-chloro-5-(2-methoxyethyl)-7-nitro-6-oxo-5,6-dihydro-1,5-naphthyridine-2-carbonitrile ClC1=C(C(N(C=2C=CC(=NC12)C#N)CCOC)=O)[N+](=O)[O-]